C(CCC)NC=1C=2C(N=C(N1)Cl)=CN(N2)CC2=C(C=C(CN(CCCCN)C)C=C2OC)OC N1-(4-((7-(butylamino)-5-chloro-2H-pyrazolo[4,3-d]pyrimidin-2-yl)methyl)-3,5-dimethoxybenzyl)-N1-methylbutane-1,4-diamine